methyl (S)-2-amino-5-(1,3-dioxolan-2-yl)pentanoate hydrochloride Cl.N[C@H](C(=O)OC)CCCC1OCCO1